2-(2,6-dioxopiperidin-3-yl)-5-(7-(4-(4-((5-(4-(methylsulfonyl)phenyl)-[1,2,4]triazolo[1,5-a]pyridin-2-yl)amino)phenyl)piperazin-1-yl)heptyl)isoindoline-1,3-dione O=C1NC(CCC1N1C(C2=CC=C(C=C2C1=O)CCCCCCCN1CCN(CC1)C1=CC=C(C=C1)NC1=NN2C(C=CC=C2C2=CC=C(C=C2)S(=O)(=O)C)=N1)=O)=O